N-(6-cyano-1-((1-methylcyclopropyl)methyl)-1H-benzo[d]imidazol-2-yl)-3-hydroxy-3-phenylbutanamide C(#N)C=1C=CC2=C(N(C(=N2)NC(CC(C)(C2=CC=CC=C2)O)=O)CC2(CC2)C)C1